COC1=CC=C(CC=2C(=NC=C(C2)OC(F)(F)F)N)C=C1 4-methoxybenzyl-5-(trifluoromethoxy)pyridin-2-amine